(3-bromo-4-methylphenyl)-2,2-difluoroethan-1-one BrC=1C=C(C=CC1C)C(C(F)F)=O